1,8-diazabicyclo[5.4.0]undec-7-ene hydrobromide hydrochloride Cl.Br.N12CCCCCC2=NCCC1